ClC1=C(C=CC(=C1)Cl)N1N=C(N=CC1=O)C1=CC(=CC=C1)OC 1-(2,4-dichlorophenyl)-3-(3-methoxyphenyl)-1,2,4-triazin-6(1H)-one